(R)-2-(tert-butoxy)-4-(4,4,5,5-tetramethyl-1,3,2-dioxaborolan-2-yl)-6-(2-(trifluoromethyl)piperidin-1-yl)pyridine C(C)(C)(C)OC1=NC(=CC(=C1)B1OC(C(O1)(C)C)(C)C)N1[C@H](CCCC1)C(F)(F)F